trimethylhexanoyloxy benzenesulfonate C1(=CC=CC=C1)S(=O)(=O)OOC(CCCCC(C)(C)C)=O